4-((R)-1-((S)-1-((2,2-difluoro-[1,3]dioxolo[4',5':4,5]benzo[1,2-d]thiazol-6-yl)amino)-1-oxopropan-2-yl)piperidin-3-yl)pyridine 1-oxide FC1(OC=2C(=CC3=C(N=C(S3)NC([C@H](C)N3C[C@H](CCC3)C3=CC=[N+](C=C3)[O-])=O)C2)O1)F